(6S,9S,12S,15S,18R,19R)-9-(aminomethyl)-19-decyl-6-(2-hydroxyethyl)-15-isobutyl-16,18-dimethyl-12-[(1R)-1-methylpropyl]-1-oxa-4,7,10,13,16-pentazacyclononadecane-2,5,8,11,14,17-hexone NC[C@H]1C(N[C@H](C(NCC(O[C@@H]([C@H](C(N([C@H](C(N[C@H](C(N1)=O)[C@@H](CC)C)=O)CC(C)C)C)=O)C)CCCCCCCCCC)=O)=O)CCO)=O